3-{5-amino-6-[1-(2,6-dichloro-phenyl)-ethoxy]-pyrazin-2-yl}-N-(2-pyrrolidin-1-yl-ethyl)-benzamide NC=1N=CC(=NC1OC(C)C1=C(C=CC=C1Cl)Cl)C=1C=C(C(=O)NCCN2CCCC2)C=CC1